[Na+].[Na+].C(=O)([O-])C1=C(C=CC=C1)NC=1C(C(=O)[O-])=CC=C(C1)Cl N-2-carboxyphenyl-4-chloroanthranilic acid disodium salt